C(C1=CC=CC=C1)C1=C(OC[C@H](C)N2C(CCCC2)C)C=CC=C1 ((S)-1-(2-benzylphenoxy)propan-2-yl)-2-methylpiperidine